ClC=1C=C2C(=CNC2=CC1)CC(=O)O 2-(5-chloro-1H-indol-3-yl)acetic acid